ClC1=NC=CC(=C1Cl)N1CCN(CC1)CC[C@@H]1CC[C@H](CC1)NC(N(C)C)=O 3-(trans-4-(2-(4-(2,3-dichloropyridin-4-yl)piperazin-1-yl)ethyl)cyclohexyl)-1,1-dimethylurea